(S)-5-ethynyl-N-(2-hydroxy-3-phenylpropyl)-N-methylnicotinamide C(#C)C=1C=NC=C(C(=O)N(C)C[C@H](CC2=CC=CC=C2)O)C1